C1(CC1)C1=CN(C=2N=CN=C(C21)N2[C@H](CN([C@@H](C2)C)C(CC(C)(C)C)=O)C)C=2C=C(C#N)C=CN2 2-(5-cyclopropyl-4-((2S,5R)-4-(3,3-dimethylbutanoyl)-2,5-dimethylpiperazin-1-yl)-7H-pyrrolo[2,3-d]pyrimidin-7-yl)isonicotinonitrile